C(C1=CC=CC=C1)OC1=C(C(=O)OCC2=CC=CC=C2)C=CC(=C1)N(C(=O)[C@@H]1N(CC1)S(=O)(=O)C1=C(C(=C(C=C1F)F)F)F)CC1=NC=C(N=C1)C1CCCCC1 benzyl (R)-2-(benzyloxy)-4-(N-((5-cyclohexylpyrazin-2-yl)methyl)-1-((2,3,4,6-tetrafluorophenyl)sulfonyl)azetidine-2-carboxamido)benzoate